p-methylaniline hydrogen fluoride salt F.CC1=CC=C(N)C=C1